(4S)-4-(tert-butylsulfinylamino)-2-chloro-spiro[4,6-dihydro-cyclopenta[d]thiazole-5,4'-piperidine]-1'-carboxylic acid tert-butyl ester C(C)(C)(C)OC(=O)N1CCC2(CC1)CC1=C(N=C(S1)Cl)[C@H]2NS(=O)C(C)(C)C